C(C=C)(=O)O.C(C=C)(=O)O.C(C=C)(=O)O.C(C)C(CC)(CC)CC triethylpropane triacrylate